4-[5-(1-hydroxy-1-methyl-ethyl)-2-[[5-[2-(4-piperidyl)ethyl]-2-pyridyl]oxy]phenyl]-6-methyl-1H-pyrrolo[2,3-c]pyridin-7-one OC(C)(C)C=1C=CC(=C(C1)C=1C2=C(C(N(C1)C)=O)NC=C2)OC2=NC=C(C=C2)CCC2CCNCC2